5-ethynyl-6-fluoro-4-(8-fluoro-2-(((4aS,7aR)-octahydro-4aH-cyclopenta[b]pyridin-4a-yl)methoxy)-4-(1,4-oxazepan-4-yl)pyrido[4,3-d]pyrimidin-7-yl)naphthalen-2-ol C(#C)C1=C2C(=CC(=CC2=CC=C1F)O)C1=C(C=2N=C(N=C(C2C=N1)N1CCOCCC1)OC[C@]12[C@H](NCCC1)CCC2)F